C1(CCCCC1)C(=O)OOCCCCCCC(C)C isononyl cyclohexylformyl peroxide